N(N)C(=O)[C@H]1N([C@@H]2CC[C@H]1C2)C(=O)NCC=2C=NC1=CC=CC=C1C2 (1R,3S,4S)-3-(hydrazinocarbonyl)-N-(quinolin-3-ylmethyl)-2-azabicyclo[2.2.1]heptane-2-carboxamide